tert-butyl(tert-butoxycarbonyl)(3-(3-(4-cyanophenyl)isoxazol-5-yl)-5-(4-(N,N-dimethylaminosulfonyl)benzeneyl)pyrazin-2-yl)carbamate C(C)(C)(C)OC(N(C1=NC=C(N=C1C1=CC(=NO1)C1=CC=C(C=C1)C#N)C1=CC=C(C=C1)S(=O)(=O)N(C)C)C(=O)OC(C)(C)C)=O